3-{3-Methyl-5-[methyl(piperidin-4-yl)amino]-2-oxo-1,3-benzodiazol-1-yl}piperidine-2,6-dione CN1C(N(C2=C1C=C(C=C2)N(C2CCNCC2)C)C2C(NC(CC2)=O)=O)=O